2-((4-methyl-5-(4-methylbenzyl)thiazol-2-yl)amino)-2-oxoethyl 3-fluoroazetidine-1-sulfonate FC1CN(C1)S(=O)(=O)OCC(=O)NC=1SC(=C(N1)C)CC1=CC=C(C=C1)C